4-(4-methoxybenzyl)-5-oxo-4,5-dihydrofuro[3,2-b]pyridin-7-yl triflate O(S(=O)(=O)C(F)(F)F)C=1C2=C(N(C(C1)=O)CC1=CC=C(C=C1)OC)C=CO2